2,2,2-trifluoroethyl 2-[benzyl(isobutyl)amino]-2-oxo-acetate C(C1=CC=CC=C1)N(C(C(=O)OCC(F)(F)F)=O)CC(C)C